C(#N)[C@H]1C[C@@H](N(C1)C(=O)OC(C)(C)C)C(N(C1=CC=C(C=C1)S(F)(F)(F)(F)F)C(C(=O)NC1CCC(CC1)(F)F)C=1C=NC=C(C1)F)=O tert-butyl (2R,4S)-4-cyano-2-[[2-[(4,4-difluorocyclohexyl)amino]-1-(5-fluoro-3-pyridyl)-2-oxo-ethyl]-[4-(pentafluoro-λ6-sulfanyl)phenyl]carbamoyl]pyrrolidine-1-carboxylate